COC(CCSC1=C2C(=NC=C1)NC=C2C)=O 3-((3-methyl-1H-pyrrolo[2,3-b]pyridin-4-yl)thio)propanoic acid methyl ester